N-(3-aminocyclobutyl)-1-(4-fluorobenzyl)-7-methyl-5-(1H-pyrrole-2-carbonyl)-4,5,6,7-tetrahydro-1H-pyrazolo[4,3-c]pyridine-3-carboxamide NC1CC(C1)NC(=O)C1=NN(C2=C1CN(CC2C)C(=O)C=2NC=CC2)CC2=CC=C(C=C2)F